C(#N)C1=CC=C(C2=C1N(C=N2)C)C2=C(N=C(C(=N2)C(=O)N)NC2=CC=C(C=C2)N2CCOCC2)NC 6-(7-Cyano-1-methyl-benzimidazol-4-yl)-5-(methylamino)-3-(4-morpholinoanilino)pyrazin-2-carboxamid